methyl (2S)-2-[4-chloro-2-(dimethylcarbamoyl)-6-hydroxybenzenesulfonamido]-3-(6-fluoro-2,3-dimethylphenyl)butanoate ClC1=CC(=C(C(=C1)O)S(=O)(=O)N[C@H](C(=O)OC)C(C)C1=C(C(=CC=C1F)C)C)C(N(C)C)=O